ethyl 2-(diethoxyphosphoryl)-2-ethoxyacetate C(C)OP(=O)(OCC)C(C(=O)OCC)OCC